C(C)N(C(=O)C=1N=C(SC1)C=1C=NN(C1)C1=CC=CC=C1)[C@@H]1CNCCC1 N-ethyl-2-(1-phenyl-1H-pyrazol-4-yl)-N-[(3S)-piperidin-3-yl]-1,3-thiazole-4-carboxamide